C1(CC1)C(C)NC(C1=CC(=CC=C1)NS(=O)(=O)C1=C(C=CC(=C1)C)C)=O N-(1-cyclopropylethyl)-3-((2,5-dimethylphenyl)sulfonamido)benzamide